2,5-bis(4-trifluoromethylphenyl)-1,4-bis(4-n-decylphenyl)-1,4-dihydropyrrolo[3,2-b]pyrrole FC(C1=CC=C(C=C1)C1=CC2=C(N1C1=CC=C(C=C1)CCCCCCCCCC)C=C(N2C2=CC=C(C=C2)CCCCCCCCCC)C2=CC=C(C=C2)C(F)(F)F)(F)F